2-(3-(3-((R)-fluoro(4-methyl-4H-1,2,4-triazol-3-yl)methyl)oxetan-3-yl)phenyl)-6-(((S)-2-isopropyl-4-methylpiperazin-1-yl)methyl)-4-(trifluoromethyl)isoindolin-1-one F[C@H](C1(COC1)C=1C=C(C=CC1)N1C(C2=CC(=CC(=C2C1)C(F)(F)F)CN1[C@H](CN(CC1)C)C(C)C)=O)C1=NN=CN1C